1-(2-pyridyl)-6-fluoro-1,4-dihydro-7-(3-hydroxypyrrolidinyl)-4-oxo-3-quinolinecarboxylic acid N1=C(C=CC=C1)N1C=C(C(C2=CC(=C(C=C12)N1CC(CC1)O)F)=O)C(=O)O